FC1=C(C=CC=C1)CN (2-fluorophenyl)methanamine